rac-ethyl 3-((2R,3S)-2-cyclopropyl-3-phenyl-7-(3-(p-tolyl)ureido)-2,3-dihydrobenzofuran-5-yl)butanoate C1(CC1)[C@H]1OC2=C([C@@H]1C1=CC=CC=C1)C=C(C=C2NC(=O)NC2=CC=C(C=C2)C)[C@@H](CC(=O)OCC)C |&1:29|